5-fluoro-1H-indole FC=1C=C2C=CNC2=CC1